1-(8-amino-1-benzyl-3,4-dihydro-2H-quinolin-6-yl)pentan-1-one NC=1C=C(C=C2CCCN(C12)CC1=CC=CC=C1)C(CCCC)=O